racemic-7-(5-amino-4-carbamoyl-2-thienyl)-4-azaspiro[2.5]octane-4-carboxylic acid tert-butyl ester C(C)(C)(C)OC(=O)N1C2(CC2)C[C@@H](CC1)C=1SC(=C(C1)C(N)=O)N |r|